C(C)(=O)N1CCC(CC1)(F)C1=CC2=C(N=C(N=C2N[C@H](C#C)C2=C(C(=CC=C2)C(F)(F)F)C)C)N(C1=O)C 6-(1-acetyl-4-fluoropiperidin-4-yl)-2,8-dimethyl-4-{[(1R)-1-[2-methyl-3-(trifluoromethyl)phenyl]prop-2-yn-1-yl]amino}-7H,8H-pyrido[2,3-d]pyrimidin-7-one